BrC1=NC=C(C=C1)C=1CCOCC1 2-bromo-5-(3,6-dihydro-2H-pyran-4-yl)pyridine